C(CC)N(C1=CC=2CC3=CC=C(C=C3C2C=C1)N(C1=CC=CC=C1)C)CCC 2-dipropylamino-6-(N-methylanilino)fluorene